C=C(CCCCCCCCCCl)CCCCCC 10-methylenehexadecyl chloride